N1C=C(C2=CC=CC=C12)P(C)(C)=O (1H-indol-3-yl)dimethylphosphin oxide